BrC1=C(C=C(C(=C1)Br)Br)Br 2,5-dibromo-1,4-dibromobenzene